FC(C=1N=CC(=NC1)NC12C3C4C5(C(C14)C2C53)C=O)(F)F [4-[[5-(trifluoromethyl)pyrazin-2-yl]amino]cuban-1-yl]methanone